9-(hydroxymethyl)octadec-10-enoic acid OCC(CCCCCCCC(=O)O)C=CCCCCCCC